5-(2-oxo-1-(tetrahydro-2H-pyran-4-yl)-2,3-dihydro-1H-benzo[d]imidazol-5-yl)benzoic acid methyl ester COC(C1=CC=CC(=C1)C1=CC2=C(N(C(N2)=O)C2CCOCC2)C=C1)=O